2-(1-methyl-2,6-dioxopiperidin-3-yl)isoindoline-1,3-dione CN1C(C(CCC1=O)N1C(C2=CC=CC=C2C1=O)=O)=O